2-[[5-(4-chloro-2-fluoro-phenyl)-3-methyl-triazol-4-yl]methyl]-5-(6-ethoxy-3-pyridinyl)pyridazin-3-one ClC1=CC(=C(C=C1)C1=C(N(N=N1)C)CN1N=CC(=CC1=O)C=1C=NC(=CC1)OCC)F